6-bromo-4-(((6-methylpyridazin-3-yl)methyl)amino)quinazolin-8-ol BrC=1C=C2C(=NC=NC2=C(C1)O)NCC=1N=NC(=CC1)C